GUAIANE C[C@H]1CC[C@H](C[C@@H]2[C@H]1CC[C@@H]2C)C(C)C